2-(pyridin-3-yl)pyrrolidine-3-carboxamide N1=CC(=CC=C1)C1NCCC1C(=O)N